C(=O)(OC(C)(C)C)N1CCC(=CC1)B1OC(C(O1)(C)C)(C)C l-N-BOC-4-(4,4,5,5-tetramethyl-[1,3,2]dioxaborolan-2-yl)-3,6-dihydro-2H-pyridine